2-(1-methoxypropan-2-yl)-N4,6-diphenyl-1,3,5-triazine-2,4-diamine COCC(C)C1(NC(=NC(=N1)NC1=CC=CC=C1)C1=CC=CC=C1)N